ClC=1C(=NC(=NC1)NC=1C(=NN(C1)C(C#N)(C)C)C)OCC1CCC(CC1)C(F)(F)F 2-(4-((5-chloro-4-((4-(trifluoromethyl)cyclohexyl)methoxy)pyrimidin-2-yl)amino)-3-methyl-1H-pyrazol-1-yl)-2-methylpropane-nitrile